(S)-tert-butyl 8-(2-amino-6-((R)-2,2,2-trifluoro-1-(4'-isopropoxy-3-(3-methyl-1H-pyrazol-1-yl)-[1,1'-biphenyl]-4-yl)ethoxy)pyrimidin-4-yl)-2,8-diazaspiro[4.5]decane-3-carboxylate NC1=NC(=CC(=N1)N1CCC2(C[C@H](NC2)C(=O)OC(C)(C)C)CC1)O[C@@H](C(F)(F)F)C1=C(C=C(C=C1)C1=CC=C(C=C1)OC(C)C)N1N=C(C=C1)C